4-(1-(2-chloro-4-((hexahydropyrrolo[1,2-a]pyrazin-2(1H)-yl)methyl)phenyl)-1H-imidazol-4-yl)-N-(1-(methylsulfonyl)piperidin-4-yl)-5-(trifluoromethyl)pyrimidin-2-amine ClC1=C(C=CC(=C1)CN1CC2N(CC1)CCC2)N2C=NC(=C2)C2=NC(=NC=C2C(F)(F)F)NC2CCN(CC2)S(=O)(=O)C